C(C1=CC=CC=C1)N1C[C@H](N(C[C@@H]1CN1C[C@H](OCC1)COC(C)C)C(=O)OC(C)(C)C)C tert-butyl (2R,5S)-4-benzyl-5-(((S)-(isopropoxymethyl)morpholino)methyl)-2-methylpiperazine-1-carboxylate